N=1NN=NC1C=1C=CC2=C(N=C(C3=CC=NC=C23)NCCOCCCCNCC=2NC3=CC=C(C=C3C2)C(F)(F)F)C1 8-(2H-tetrazol-5-yl)-N-(2-(4-(((5-(trifluoromethyl)-1H-indol-2-yl)methyl)amino)butoxy)ethyl)benzo[c][2,6]naphthyridin-5-amine